COC(C1=CC(=C(C(=C1)NC1=NC=CC=C1C1=C2N=CN(C2=NC=N1)C1OCCCC1)C)F)=O methyl-3-fluoro-4-methyl-5-((3-(9-(tetrahydro-2H-pyran-2-yl)-9H-purin-6-yl)pyridin-2-yl)amino)benzoate